FC1(OC2=C(O1)C=CC(=C2)/C=C/C(=O)N2CCN(CC2)C(=O)C2=CN=NC(=C2)C(C)(C)O)F (E)-3-(2,2-difluorobenzo[d][1,3]dioxol-5-yl)-1-(4-(6-(2-hydroxypropan-2-yl)pyridazine-4-carbonyl)piperazin-1-yl)prop-2-en-1-one